4-methylmorpholine 4-oxide C[N+]1(CCOCC1)[O-]